OCC(=O)N1C(CCC1)C(=O)NC(C1=CC=C(C=C1)C(C)C)C1=CC=CC=C1 1-(2-hydroxyacetyl)-N-{phenyl-[4-(prop-2-yl)phenyl]methyl}pyrrolidine-2-carboxamide